ClC=1C=C(C2=C(N1)N(C=C2)C(C)C)C=O 6-chloro-1-isopropyl-1H-pyrrolo[2,3-b]pyridine-4-carbaldehyde